C(C)N(C(N(C(=O)O)CC)=O)CC triethylcarboxyurea